(S)-2-(4-(8-amino-6-(4-methylpyridin-3-yl)-2,7-naphthyridin-3-ylAmino)-1H-pyrazol-1-yl)propionitrile NC=1N=C(C=C2C=C(N=CC12)NC=1C=NN(C1)[C@H](C#N)C)C=1C=NC=CC1C